4-(3-(benzylthio)-4-methoxyphenyl)-4-methyloxepane C(C1=CC=CC=C1)SC=1C=C(C=CC1OC)C1(CCOCCC1)C